4-amino-N-(2-cyclopropyl-4-fluorophenyl)-5-(ethylsulfonyl)-2-methoxy-N-(7-nitrobenzo[c][1,2,5]oxadiazol-4-yl)benzamide L-2-Hydroxyglutarate O[C@H](C(=O)O)CCC(=O)O.NC1=CC(=C(C(=O)N(C2=CC=C(C3=NON=C32)[N+](=O)[O-])C3=C(C=C(C=C3)F)C3CC3)C=C1S(=O)(=O)CC)OC